7-{[(1S)-1-{4-[(1S)-1-(4-acryloylpiperazin-1-yl)propyl]phenyl}ethyl]amino}-1-(propan-2-yl)-1,6-naphthyridin-2(1H)-one C(C=C)(=O)N1CCN(CC1)[C@@H](CC)C1=CC=C(C=C1)[C@H](C)NC1=NC=C2C=CC(N(C2=C1)C(C)C)=O